CC1=C(N(C2=NC(=O)NC(=O)C2=N1)C[C@@H]([C@@H]([C@@H](CO)O)O)O)C The molecule is the pteridine that is lumazine substituted with methyl groups at C-6 and -7 and with a 1-D-ribityl group on N-8. It has a role as an Escherichia coli metabolite and a cofactor. It derives from a lumazine and a ribitol. It is a conjugate acid of a 6,7-dimethyl-8-(1-D-ribityl)lumazine(1-).